2-(4-cyclopropyl-6-methoxypyrimidin-5-yl)-8-(2,3-difluoro-4-(1-methyl-4-(trifluoromethyl)-1H-imidazol-2-yl)benzyl)-7,8-dihydro-6H-pyrimido[5,4-b][1,4]oxazine C1(CC1)C1=NC=NC(=C1C=1N=CC=2OCCN(C2N1)CC1=C(C(=C(C=C1)C=1N(C=C(N1)C(F)(F)F)C)F)F)OC